C(C)(C)(C)OC(=O)N1[C@@H](C[C@@H](CC1)NC1CS(C1)(=O)=O)C1=CC=CC=C1.N1(N=CC=C1)CC 2-pyrazol-1-yl-ethane tert-Butyl-(2S,4R)-4-((1,1-dioxidothietan-3-yl)amino)-2-phenylpiperidine-1-carboxylate